C(C)(C)OC=1C(=CC(=C(C1)N1CCC(CC1)N1CCN(CC1)C)C)[N+](=O)[O-] 1-(1-(5-isopropoxy-2-methyl-4-nitrophenyl)piperidin-4-yl)-4-methylpiperazine